N-[2-(1H-imidazol-4-yl)ethyl]-3,7-dimethylocta-2,6-dienamide N1C=NC(=C1)CCNC(C=C(CCC=C(C)C)C)=O